(Z)-3-fluoro-N',2-dihydroxyisonicotinimidamide FC1=C(/C(/N)=N/O)C=CN=C1O